C12(C(=O)CC(CC1)C2(C)C)CS(=O)(=O)OCCOCCOCCOC triethyleneglycol monomethyl ether Camphorsulfonate